C(C(O)CO)OC(CCCCCCCCCCCCCCCCC)=O.NC=1C=C(C=CC1)N1C(C=CC1=O)=O N-(3-aminophenyl)maleimide Glyceryl-Stearate